3-(6-(trifluoromethyl)pyridin-3-yl)propionic acid FC(C1=CC=C(C=N1)CCC(=O)O)(F)F